ClP(=O)(Cl)C(C=1C=CC2=C(C=C(S2)C(=O)OCC=C)C1)(F)F prop-2-en-1-yl 5-[(dichlorophosphoryl)difluoromethyl]-1-benzothiophene-2-carboxylate